1-(7-((trimethylsilyl)ethynyl)benzo[4,5]imidazo[1,2-a]pyridin-3-yl)azetidin-3-ol C[Si](C)(C)C#CC=1C=CC2=C(N=C3N2C=CC(=C3)N3CC(C3)O)C1